ClC1=C(C=CC=2NC(NC21)=O)S 4-chloro-5-mercapto-1,3-dihydro-2H-benzo[d]imidazol-2-one